tert-butyl 4-(3-{[7-(5-methyl-1,2,4-oxadiazol-3-yl) isoquinolin-1-yl] amino} propionylamino)-1H-pyrazole-1-carboxylate CC1=NC(=NO1)C1=CC=C2C=CN=C(C2=C1)NCCC(=O)NC=1C=NN(C1)C(=O)OC(C)(C)C